(1S)-1-cyano-2-[(3S)-1H-imidazol-4-yl]ethane C(#N)CCC=1N=CNC1